(1S)-3-methoxy-1-(6-(2-methyl-2H-pyrazolo[3,4-b]pyridin-5-yl)-1-benzothiophen-2-yl)-1-propanol COCC[C@H](O)C=1SC2=C(C1)C=CC(=C2)C2=CC=1C(N=C2)=NN(C1)C